1-(2-iodophenyl)-(S)-1-methoxymethoxyhexyl-(S)-2-cyclohexylcarbamate IC1=C(C=CC=C1)[C@H]1[C@H](CCCC1)N(C([O-])=O)C(CCCCC)OCOC